The molecule is a beta-D-glucoside consisting of (R)-prunasin carrying a hydroxy substituent at position 4 on the phenyl ring. It is a beta-D-glucoside and a nitrile. It derives from a (R)-prunasin. C1=CC(=CC=C1[C@H](C#N)O[C@H]2[C@@H]([C@H]([C@@H]([C@H](O2)CO)O)O)O)O